methylcyclopentane diisocyanate [N-]=C=O.[N-]=C=O.CC1CCCC1